(R)-1-(1-(but-2-ynoyl)pyrrolidin-3-yl)-3-(4-(2-fluoro-3-methoxyphenoxy)phenyl)-7-methyl-1H-imidazo[4,5-c]pyridin-2(3H)-one C(C#CC)(=O)N1C[C@@H](CC1)N1C(N(C=2C=NC=C(C21)C)C2=CC=C(C=C2)OC2=C(C(=CC=C2)OC)F)=O